diethyl-oxydibisphenol a dimethacrylate C(C(=C)C)(=O)O.C(C(=C)C)(=O)O.C(C)C=1C(=C(C(=C(O)C1)OC1=C(O)C=CC(=C1)C(C)(C)C1=CC=C(C=C1)O)CC)C(C)(C)C1=CC=C(C=C1)O